6-(3-isopropyl-5-(1-(tetrahydro-2H-pyran-4-yl)piperidin-3-yl)-1H-indol-2-yl)-8-methoxy-[1,2,4]triazolo[1,5-a]pyridine C(C)(C)C1=C(NC2=CC=C(C=C12)C1CN(CCC1)C1CCOCC1)C=1C=C(C=2N(C1)N=CN2)OC